CC1=C(C=CC(=C1)C)C(CNC(=O)C=1C2=C(N=NC1OC1=CC(=CC=C1)C(F)(F)F)CCCCC2)(F)F N-[2-(2,4-dimethylphenyl)-2,2-difluoro-ethyl]-3-[3-(trifluoromethyl)phenoxy]-6,7,8,9-tetrahydro-5H-cyclohepta[c]pyridazine-4-carboxamide